5,5-difluoro-4-methylazepan-4-ol FC1(C(CCNCC1)(O)C)F